Cl.N1=CC(=CC=C1)C1=NC(=CC(=N1)NC1=NC=CC(=C1)OC(F)(F)F)N1CCC2(CCCNC2)CC1 2-(pyridin-3-yl)-6-(2,9-diazaspiro[5.5]undecan-9-yl)-N-(4-(trifluoromethoxy)pyridin-2-yl)pyrimidin-4-amine hydrochloride